2-methyl-1,2-pentanediol CC(CO)(CCC)O